C(C)C=1N(C(=C2C1C(N(N=C2)C2=CC=CC=C2)=O)C)C2=CC(=CC=C2)OC 7-ethyl-6-(3-methoxyphenyl)-5-methyl-2-phenyl-2,6-dihydro-1H-pyrrolo[3,4-d]pyridazin-1-one